C(C)(C)[C@](C(=O)O)(CCC(C=[N+]=[N-])=O)NC([C@H](CCCCNC(C)=O)NC(=O)C12CC3CC(CC(C1)C3)C2)=O.C(C2=CC=CC=C2)[C@]2(O)[C@H](OC(C)=O)[C@@H](OC(C)=O)[C@H](OC(C)=O)[C@H](O2)CO Benzyl-2,3,4-tri-O-acetyl-beta-D-glucopyranose isopropyl-(S)-2-((S)-6-acetamido-2-((3S,5S,7S)-adamantane-1-carboxamido)hexanamido)-6-diazo-5-oxohexanoate